(S)-7-((5-methoxy-6-(piperazin-1-yl)pyridin-3-yl)methyl)-2-(pentan-2-yloxy)imidazo[2,1-f][1,2,4]triazin-4-amine COC=1C=C(C=NC1N1CCNCC1)CC1=CN=C2C(=NC(=NN21)O[C@@H](C)CCC)N